C1(CC1)S(=O)(=O)C1=C2C(=NC(=C1)N1[C@@H](COCC1)C)C(=NS2)C2=CC=NN2C2OCCCC2 (3R)-4-(7-(cyclopropylsulfonyl)-3-(1-(tetrahydro-2H-pyran-2-yl)-1H-pyrazol-5-yl)isothiazolo[4,5-b]pyridin-5-yl)-3-methylmorpholine